4-(2-(3,4-dimethoxyphenyl) propionyl)-3-methoxyphenyl trifluoromethanesulfonate FC(S(=O)(=O)OC1=CC(=C(C=C1)C(C(C)C1=CC(=C(C=C1)OC)OC)=O)OC)(F)F